(1R,2S,6R,7aS)-7a-(((tert-butyldiphenylsilyl)oxy)methyl)-6-fluorohexahydro-3H-pyrrolizin-3-one-1,2-d2 [Si](C1=CC=CC=C1)(C1=CC=CC=C1)(C(C)(C)C)OC[C@@]12C[C@H](CN2C([C@H]([C@H]1[2H])[2H])=O)F